((6-fluoro-2-methyl-1,2,3,4-tetrahydroisoquinolin-7-yl)amino)-5-(phenylamino)-1,2,4-triazine-6-carboxamide FC=1C=C2CCN(CC2=CC1NC=1N=NC(=C(N1)NC1=CC=CC=C1)C(=O)N)C